The molecule is a member of the class of beta-carbolines that is tubulosan bearing methoxy groups at positions 10 and 11 as well as a hydroxy group at position 9. It has a role as a plant metabolite. It is an isoquinoline alkaloid, a member of isoquinolines, an aromatic ether, a member of beta-carbolines, a secondary amino compound, a tertiary amino compound and a member of phenols. It derives from a tubulosan. CC[C@H]1CN2CCC3=C(C(=C(C=C3[C@@H]2C[C@@H]1C[C@@H]4C5=C(CCN4)C6=CC=CC=C6N5)OC)OC)O